O1C=C(C=C1)C1=CC=NC2=C(C=CC=C12)NC(C1=CC=C(C=C1)OC(C)C)=O N-(4-(furan-3-yl)quinolin-8-yl)-4-isopropoxybenzamide